6-Chloro-3-((1-(2-((1R,5S,6r)-6-(dimethylcarbamoyl)-3-azabicyclo[3.1.0]hexan-3-yl)-3,6-dimethyl-4-oxo-3,4-dihydroquinazolin-8-yl)ethyl)amino)picolinic acid ClC1=CC=C(C(=N1)C(=O)O)NC(C)C=1C=C(C=C2C(N(C(=NC12)N1C[C@H]2C([C@H]2C1)C(N(C)C)=O)C)=O)C